6,7-dihydropyrrolo[1,2-a]thiazolo[5,4-d]pyrimidine N1=CSC2=NC=3N(C=C21)CCC3